CC(C)(C)OC(=O)N1CC[C@@H](C1)C(=O)O (S)-N-Boc-pyrrolidine-3-carboxylic acid